ClC1=C(C=C(C=C1)C1=NOC(=N1)C=1C=C2C(=NC1)OC([C@H](C2)O)(C)C)F (S)-6-(3-(4-chloro-3-fluorophenyl)-1,2,4-oxadiazol-5-yl)-2,2-dimethyl-3,4-dihydro-2H-pyrano[2,3-b]pyridin-3-ol